(1R,2R)-1-(2-iodophenyl)-3-(methoxymethoxy)propane-1,2-diol IC1=C(C=CC=C1)[C@H]([C@@H](COCOC)O)O